8-(3-(4-fluorophenoxy)propyl)-6b,7,8,9,10,10a-hexahydro-1H-pyrido[3',4':4,5]pyrrolo[1,2,3-de]quinoxalin-2(3H)-one FC1=CC=C(OCCCN2CC3C(N4CC(NC=5C=CC=C3C45)=O)CC2)C=C1